Cl.C[C@@H]1CN(CCN1)C=1C=CC2=C(NC(=N2)C2=CC(=CN2)C(=O)C2=C(C=CC=C2)C(F)(F)F)C1 (R)-(5-(6-(3-methylpiperazin-1-yl)-1H-benzo[d]imidazol-2-yl)-1H-pyrrol-3-yl)(2-(trifluoromethyl)phenyl)methanone hydrochloride